1-(4-amino-2-chloropyridin-3-yl)ethanone NC1=C(C(=NC=C1)Cl)C(C)=O